BrC1=CC(=C(C=C1C#N)CC(CC)NC(OC(C)(C)C)=O)OC tert-butyl (1-(4-bromo-5-cyano-2-methoxyphenyl)butan-2-yl)carbamate